3-(3-(5-Amino-6-(1H-1,2,4-triazol-1-yl)pyrazin-2-yl)-4-methylphenylsulfonamido)-N,N-dimethylbicyclo[1.1.1]pentane-1-carboxamide trifluoroacetate salt FC(C(=O)O)(F)F.NC=1N=CC(=NC1N1N=CN=C1)C=1C=C(C=CC1C)S(=O)(=O)NC12CC(C1)(C2)C(=O)N(C)C